2-((6-methoxy-2-methyl-1,2,3,4-tetrahydroisoquinolin-7-yl)amino)-6H-pyrimidinylfluorene COC=1C=C2CCN(CC2=CC1NC=1NCC=C(N1)C1=CC=CC=2C3=CC=CC=C3CC12)C